Isopropyl 2-((5-acrylamido-4-((2-(dimethylamino)ethyl)(methyl) amino)-2-methoxyphenyl)amino)-4-((2-(1-methyl-1H-pyrazol-3-yl)phenyl)amino)pyrimidin-5-carboxylate C(C=C)(=O)NC=1C(=CC(=C(C1)NC1=NC=C(C(=N1)NC1=C(C=CC=C1)C1=NN(C=C1)C)C(=O)OC(C)C)OC)N(C)CCN(C)C